1-benzyl-N2-phenyl-benzene-1,2-diamine C(C1=CC=CC=C1)C1(C(C=CC=C1)NC1=CC=CC=C1)N